2-(5-bromo-6-(methoxymethyl)pyridin-2-yl)-5-methyl-1,3,4-oxadiazole BrC=1C=CC(=NC1COC)C=1OC(=NN1)C